Cl.N[C@@H]1C(N(C2=C(OC1)C=CC(=C2)OCCN2C(CCC2)=O)C)=O (S)-3-amino-5-methyl-7-(2-(2-oxopyrrolidin-1-yl)ethoxy)-2,3-dihydrobenzo[b][1,4]oxazepin-4(5H)-one hydrochloride